2-(1H-1,2,3,4-tetrazol-1-yl)ethan-1-ol N1(N=NN=C1)CCO